COC=1C(=NC=CC1)C=O methoxypyridinealdehyde